NC=1C(CN=CN1)(OCCOC1=NC=C(C=N1)Br)C1=CC=C(C=C1)Br 6-amino-5-(4-bromophenyl)-5-(2-((5-bromopyrimidin-2-yl)oxy)ethoxy)-pyrimidine